FC=1C=C(C=C(C1OC1=C2C(=NC=C1)N(C=C2C2=CC=NN2C(C)C)COCC[Si](C)(C)C)F)NC(=O)NCC2(COC2)C 1-{3,5-difluoro-4-[(3-[1-(propan-2-yl)-1H-pyrazol-5-yl]-1-{[2-(trimethylsilyl)ethoxy]methyl}-1H-pyrrolo[2,3-b]pyridin-4-yl)oxy]phenyl}-3-[(3-methyloxetan-3-yl)methyl]urea